C(C1=CC=CC=C1)OCC1=CC=C(C=C1)C(CC)O (4-((benzyloxy)methyl)phenyl)propan-1-ol